N1(OCCO1)C(C=O)C 2-(2,5-dioxapyrrolidin-1-yl)propanal